2-[8-(2-chlorophenyl)-7-(4-chlorophenyl)-3-(1,4-dioxan-2-ylmethyl)-2,6-dioxopurin-1-yl]acetamide ClC1=C(C=CC=C1)C1=NC=2N(C(N(C(C2N1C1=CC=C(C=C1)Cl)=O)CC(=O)N)=O)CC1OCCOC1